6-(3-(ethylsulfonyl)-6-(1H-1,2,4-triazol-1-yl)pyridin-2-yl)-2-(trifluoromethyl)pyrazolo[1,5-a]pyrimidine C(C)S(=O)(=O)C=1C(=NC(=CC1)N1N=CN=C1)C=1C=NC=2N(C1)N=C(C2)C(F)(F)F